3-((2-chloro-4-(trifluoromethyl)phenyl)amino)-4-((2-fluoro-4-(5-(trifluoromethyl)-1,2,4-oxadiazol-3-yl)benzyl)amino)cyclobut-3-ene-1,2-dione ClC1=C(C=CC(=C1)C(F)(F)F)NC=1C(C(C1NCC1=C(C=C(C=C1)C1=NOC(=N1)C(F)(F)F)F)=O)=O